7-Methoxy-4-(4-methylpiperazin-1-yl)quinoline-6-carboxamide 1-(2,3-dichlorophenyl)-5-methyl-2-(methylsulfanyl)-6-oxopyrimidin-4-yl-4-methylbenzenesulfonate ClC1=C(C=CC=C1Cl)N1C(=NC(=C(C1=O)C)OS(=O)(=O)C1=CC=C(C=C1)C)SC.COC1=C(C=C2C(=CC=NC2=C1)N1CCN(CC1)C)C(=O)N